C(C1=CC=CC=C1)OC(=O)C1CN(C2=C(C=C1CCCCC)C=CC=C2)N2N=C(C=C2)O (3-hydroxy-1H-pyrazolyl)-4-pentyl-2,3-dihydro-1H-benzazepine-3-Carboxylic acid benzyl ester